BrC=1C(NC2=CC(=CN=C2C1)CCl)=O 3-bromo-7-(chloromethyl)-1H-1,5-naphthyridin-2-one